N-((3S,4S)-4-(3,4-difluorophenyl)piperidin-3-yl)-2-fluoro-4-(1-methyl-1H-pyrazol-5-yl)benzenesulfonamide FC=1C=C(C=CC1F)[C@H]1[C@@H](CNCC1)NS(=O)(=O)C1=C(C=C(C=C1)C1=CC=NN1C)F